[C@@H]12N(C[C@@H](CC1)C2)C2CC(C2)N2C(C(C1=NC=C(C=C12)B(O)O)(C)C)=O (1-((1S,3s)-3-((1R,4S)-2-azabicyclo[2.2.1]hept-2-yl)cyclobutyl)-3,3-dimethyl-2-oxo-2,3-dihydro-1H-pyrrolo[3,2-b]pyridin-6-yl)boronic acid